2,2-bis(4-(diethylamino)phenyl)-3-(dimethyl-(phenyl)silyl)propionic acid C(C)N(C1=CC=C(C=C1)C(C(=O)O)(C[Si](C1=CC=CC=C1)(C)C)C1=CC=C(C=C1)N(CC)CC)CC